CC(C)(C)[O-].CC(C)(C)[O-].CC(C)(C)[O-].CO[Sn+3]C methoxy-methyl-tin tris(tert-butoxide)